2-chloro-3-methylsulfonylbenzoic acid ClC1=C(C(=O)O)C=CC=C1S(=O)(=O)C